COC=1C=C(C=CC1)C1=CN=C(O1)CSC1=NC(=NC(=N1)N)N 6-({[5-(3-methoxyphenyl)-1,3-oxazol-2-yl]methyl}sulfanyl)-1,3,5-triazine-2,4-diamine